1,6-dibromo-3,8-diisopropylpyrene BrC1=CC(=C2C=CC3=C(C=C(C4=CC=C1C2=C34)C(C)C)Br)C(C)C